2,5-di-tert-butyl-quinoline C(C)(C)(C)C1=NC2=CC=CC(=C2C=C1)C(C)(C)C